FC1=C2C(NC(=NC2=CC(=C1F)NC(C)C1CCOCC1)CSC1CCOCC1)=O 5,6-Difluoro-7-((1-(tetrahydro-2H-pyran-4-yl)ethyl)amino)-2-(((tetrahydro-2H-pyran-4-yl)thio)methyl)quinazolin-4(3H)-one